Iso-leucin N[C@@H]([C@@H](C)CC)C(=O)O